ClC1=C(C=CC=C1NC1=C(C=CC=C1)S(=O)(=O)C)[C@@]1(CC(N(C(N1)=N)C1CCOCC1)=O)C (6S)-6-[2-Chloro-3-(2-methyl-sulfonylanilino)phenyl]-2-imino-6-methyl-3-(tetrahydro-pyran-4-yl)hexahydropyrimidin-4-one